tert-Butyl 4-(4-(2-methyl-4-(1-methyl-5-(3-(trifluoromethyl)-1H-pyrazol-4-yl)-1H-imidazole-2-carboxamido)benzoyl)piperazine-1-carbonyl)piperidine-1-carboxylate CC1=C(C(=O)N2CCN(CC2)C(=O)C2CCN(CC2)C(=O)OC(C)(C)C)C=CC(=C1)NC(=O)C=1N(C(=CN1)C=1C(=NNC1)C(F)(F)F)C